NC1=C(N=CC(=N1)N1CCC2(CC1)C(CCC1=CC=CC=C12)N)SC1=C(C(=NC=C1)N)Cl 1'-(6-amino-5-((2-amino-3-chloro-pyridin-4-yl)thio)pyrazin-2-yl)-3,4-dihydro-2H-spiro[naphthalene-1,4'-piperidin]-2-amine